Aluminum 2,5-furandicarboxylate O1C(=CC=C1C(=O)[O-])C(=O)[O-].[Al+3].O1C(=CC=C1C(=O)[O-])C(=O)[O-].O1C(=CC=C1C(=O)[O-])C(=O)[O-].[Al+3]